methyl-Asparagine CN[C@@H](CC(N)=O)C(=O)O